C(C)(=O)C1=NN(C2=CC=C(C=C12)C=1C=NC=2N(C1)N=C(C2)C)CC(=O)N2[C@@H]1C[C@@H]1C[C@H]2C(=O)NC2=NC(=CC=C2)Br (1R,3S,5R)-2-(2-(3-acetyl-5-(2-methylpyrazolo[1,5-a]pyrimidin-6-yl)-1H-indazol-1-yl)acetyl)-N-(6-bromopyridin-2-yl)-2-azabicyclo[3.1.0]hexane-3-carboxamide